(2S)-2-({5-[(1S)-1-[(5-chloro-2-methylpyridin-3-yl)amino]ethyl]thiophen-2-yl}formamido)-3-cyclopentyl-N-{3-methylbicyclo[1.1.1]pentan-1-yl}propanamide ClC=1C=C(C(=NC1)C)N[C@@H](C)C1=CC=C(S1)C(=O)N[C@H](C(=O)NC12CC(C1)(C2)C)CC2CCCC2